5-((4-((2,3-bis(tert-butoxycarbonyl)guanidino)methyl)phenoxy)methyl)-2,2-dimethyl-1,3-dioxane C(C)(C)(C)OC(=O)N=C(NCC1=CC=C(OCC2COC(OC2)(C)C)C=C1)NC(=O)OC(C)(C)C